methyl-N-(3-methylbenzimidazol-5-yl)thioacetamide CCC(=S)NC1=CC2=C(N=CN2C)C=C1